FC(C=1C(=C2C=NNC2=C(C1F)N(C)C)C=1N=CC=2N(C1)C=C(N2)NC(=O)[C@H]2[C@H](C2)F)F (1S,2S)-N-(6-(5-(difluoromethyl)-7-(dimethylamino)-6-fluoro-1H-indazol-4-yl)imidazo[1,2-a]pyrazin-2-yl)-2-fluorocyclopropane-1-carboxamide